O[C@@H]1CN(C[C@H]1C)C(=O)OC(C)(C)C |r| rac-tert-butyl (3S,4R)-3-hydroxy-4-methylpyrrolidine-1-carboxylate